1-(1-(5-(2,6-DIOXOPIPERIDIN-3-YL)PYRIMIDIN-2-YL)PIPERIDINE-4-CARBONYL)-4-METHYLPIPERIDINE O=C1NC(CCC1C=1C=NC(=NC1)N1CCC(CC1)C(=O)N1CCC(CC1)C)=O